ClCCCCCCOCCOCCNC(=O)CCCCOCCCNC(=O)C1(CCOCC1)NC(OC(C)(C)C)=O tert-butyl N-{4-[(3-{4-[(2-{2-[(6-chlorohexyl)oxy]ethoxy}ethyl)carbamoyl] butoxy}propyl)carbamoyl]oxan-4-yl}carbamate